N[C@@H](C(=O)[O-])CC |r| DL-2-aminobutyrate